CC1=NN(C(=C1CCC(=O)N1CCN(CC1)CC1=NC=CC=C1)C)C=1C=CC=2N(N1)C(=NN2)C 3-(3,5-dimethyl-1-(3-methyl-[1,2,4]triazolo[4,3-b]pyridazin-6-yl)-1H-pyrazol-4-yl)-1-(4-(pyridin-2-ylmethyl)piperazin-1-yl)propan-1-on